3,5-difluoro-4-(5-(4-fluoro-3-(trifluoromethyl)phenyl)-2-methylpyrazolo[1,5-c]pyrimidin-3-yl)phenol FC=1C=C(C=C(C1C=1C(=NN2C=NC(=CC21)C2=CC(=C(C=C2)F)C(F)(F)F)C)F)O